CC=1C(=NC=CC1)C1=NC=CC=C1C 3,3'-dimethyl-2,2'-bipyridine